4-[3,4-Dicarboxy-2-[6-[4-[(E)-3-(4-fluorophenyl)-3-oxoprop-1-enyl]phenoxy]hexoxy]phenyl]-3-[6-[4-[(E)-3-(4-fluorophenyl)-3-oxoprop-1-enyl]phenoxy]hexoxy]phthalic acid C(=O)(O)C=1C(=C(C=CC1C(=O)O)C=1C(=C(C(C(=O)O)=CC1)C(=O)O)OCCCCCCOC1=CC=C(C=C1)\C=C\C(=O)C1=CC=C(C=C1)F)OCCCCCCOC1=CC=C(C=C1)\C=C\C(=O)C1=CC=C(C=C1)F